4,5-dihydro-8-benzyloxy-1H-benzo[b][1,4]diazepin-2(3H)-one C(C1=CC=CC=C1)OC=1C=CC2=C(NC(CCN2)=O)C1